N=1NN=NC1CC=1C=CC(=C(CC=2C(=NC(=NC2N[C@H](CCSC)CCCC)N)CCC(=O)O)C1)OC (S)-3-(5-(5-((2H-tetrazol-5-yl)methyl)-2-methoxybenzyl)-2-amino-6-((1-(methylthio)-heptan-3-yl)amino)pyrimidin-4-yl)propanoic acid